C(C)OC(=O)C1(CSC1)C1=C(C=NC2=C(C(=CC=C12)F)C1=C(C(=CC(=C1)F)F)F)C(=O)OCC ethyl 4-[3-(ethoxycarbonyl) thietan-3-yl]-7-fluoro-8-(2,3,5-trifluorophenyl)-quinoline-3-carboxylate